C1(CC1)C1=C(C(=NO1)C1CCC2(CC2)CC1)CO[C@H]1[C@@H]2CN([C@H](C1)C2)C2=CC=C(C(=O)O)C=C2 4-[(1S,4S,5R)-5-[(5-cyclopropyl-3-{spiro[2.5]octan-6-yl}-1,2-oxazol-4-yl)methoxy]-2-azabicyclo[2.2.1]heptan-2-yl]benzoic acid